1-(2-Chloropyrimidin-5-yl)propan-1-one ClC1=NC=C(C=N1)C(CC)=O